ClC1=C(C=C(C=C1)/C=C/C(=O)C1=NC=CC2=C1NC1=CC=CC=C21)[N+](=O)[O-] (E)-3-(4-chloro-3-nitrophenyl)-1-(9H-pyrido[3,4-b]indol-1-yl)prop-2-en-1-one